FC1(CCC(CC1)N(C1=CC=CC=C1)C(CC1(CCN(CC1)C(=O)N1CCC2=CC=C(C=C12)F)C(=O)O)=O)F 4-[2-(N-(4,4-difluorocyclohexyl)anilino)-2-oxo-ethyl]-1-(6-fluoroindoline-1-carbonyl)piperidine-4-carboxylic acid